ClC1=CC=CC(=N1)C(=O)O 6-chloropicolinic acid